ethyl hydroxyisophthalate OC1=C(C(=O)OCC)C=CC=C1C(=O)[O-]